13-hydroxy-9,11-octadecadienoic acid OC(C=CC=CCCCCCCCC(=O)O)CCCCC